cobalt n-butoxide [O-]CCCC.[Co+2].[O-]CCCC